C(C)(C)(C)OC(=O)N1CCN(CC1)C1=C(C=C(C(=C1)C#N)C(=O)OC)F 4-(5-cyano-2-fluoro-4-(methoxycarbonyl)phenyl)piperazine-1-carboxylic acid tert-butyl ester